2-((CIS-3-VINYLCYCLOBUTYL)THIO)PYRIMIDINE C(=C)[C@H]1C[C@H](C1)SC1=NC=CC=N1